1-(5-((4-(1-cyclopropylpiperidin-3-yl)-5-fluoropyrimidin-2-yl)amino)pyridin-3-yl)pyrrolidin-2-one C1(CC1)N1CC(CCC1)C1=NC(=NC=C1F)NC=1C=C(C=NC1)N1C(CCC1)=O